methyl 4-((1-acetylpiperidin-4-yl)methoxy)-2-((2,4-dimethoxybenzyl)amino)-6-fluorobenzoate C(C)(=O)N1CCC(CC1)COC1=CC(=C(C(=O)OC)C(=C1)F)NCC1=C(C=C(C=C1)OC)OC